O1CCN(CC1)C=1C2=C(N=CN1)N(C(=C2)C=2C=NC(=NC2)NC(=O)C2=NC=CC(=C2)CN2C[C@@H](CCC2)NC(OC(C)(C)C)=O)COCC[Si](C)(C)C tert-butyl (R)-(1-((2-((5-(4-morpholino-7-((2-(trimethylsilyl) ethoxy)methyl)-7H-pyrrolo[2,3-d]pyrimidin-6-yl)pyrimidin-2-yl)carbamoyl)pyridin-4-yl)methyl)piperidin-3-yl)carbamate